COCCN1N=C2C(=CC=C(C2=C1)N1CCNCC1)C(=O)N 2-(2-methoxyethyl)-4-(piperazin-1-yl)indazole-7-carboxamide